C(CCC)C=1N(C(C(=C(N1)C)CC(=O)N(C)C)=C=O)CC1=CC(=C(C=C1)C1=C(C=CC=C1)S(NC1=NSC(=C1C)C)(=O)=O)COCC 2-(2-butyl-1-((2'-(N-(4,5-dimethylisothiazol-3-yl)sulfamoyl)-2-(ethoxymethyl)-[1,1'-biphenyl]-4-yl)methyl)-4-methyl-6-carbonyl-1,6-dihydropyrimidin-5-yl)-N,N-dimethylacetamide